(R)-tert-butyl 1-phenyl-4a-picolinoyl-4a,5,7,8-tetrahydro-1H-pyrazolo[3,4-g]isoquinoline-6(4H)-carboxylate C1(=CC=CC=C1)N1N=CC2=C1C=C1CCN(C[C@]1(C2)C(C2=NC=CC=C2)=O)C(=O)OC(C)(C)C